methyl-diaminodiethylamine CN(CC(N)N)CC